Phenyl-ethanesulfonamide tert-butyl-3-(3-bromo-1H-indazol-1-yl)piperidine-1-carboxylate C(C)(C)(C)OC(=O)N1CC(CCC1)N1N=C(C2=CC=CC=C12)Br.C1(=CC=CC=C1)C(C)S(=O)(=O)N